BrC1=CC(=CS1)NC(C1=CC=CC=C1)=O N-(5-bromothiophen-3-yl)benzamide